5-hydroxy-3-phenylpropionate OC=1C=CC=C(C1)CCC(=O)[O-]